methyl 5-(8,9-dihydro-7H-cyclopenta[c][1,2,4]triazolo[1,5-a]pyridin-6-yl)-4-isopropyl-6H-thieno[2,3-b]pyrrole-2-carboxylate N=1C=NN2C1C1=C(C(=C2)C2=C(C3=C(N2)SC(=C3)C(=O)OC)C(C)C)CCC1